C1(CC1)C=1C2=C(C(N(C1)C1=CC(=CC=C1)C1(CC(C1)(F)F)C1=NN=CN1C)=O)N(C(=C2)CN2CC(CC2)(F)F)COCC[Si](C)(C)C 4-cyclopropyl-6-[3-[3,3-difluoro-1-(4-methyl-1,2,4-triazol-3-yl)cyclobutyl]phenyl]-2-[(3,3-difluoropyrrolidin-1-yl)methyl]-1-(2-trimethylsilylethoxymethyl)pyrrolo[2,3-c]pyridin-7-one